BrC=1C2=NC(=NC3=NC(=NC(=C(C1)Br)N32)C(Br)(Br)Br)C(Br)(Br)Br 7,9-Dibromo-2,5-Bis(Tribromomethyl)-1,3,4,6,9b-Pentaazaphenalene